2-(2-Chloro-N-(2-((5-chloro-2-(4-chloro-1H-1,2,3-triazol-1-yl)phenyl)amino)-2-oxoethyl)acetamido)-3-cyclobutyl-propionic acid tert-butyl ester C(C)(C)(C)OC(C(CC1CCC1)N(C(CCl)=O)CC(=O)NC1=C(C=CC(=C1)Cl)N1N=NC(=C1)Cl)=O